C(C[C@H]1CC[C@H]2[C@@H]3CC=C4CCCC[C@]4(C)[C@H]3CC[C@]12C)(O)(O)O anti-5-pregnenetriol